BrC=1C(=CC(=C(C1)N(C(OC(C)(C)C)=O)C(=O)OC(C)(C)C)[N+](=O)[O-])CBr tert-butyl N-[5-bromo-4-(bromomethyl)-2-nitro-phenyl]-N-tert-butoxycarbonyl-carbamate